C(C)(C)(C)OC1=NC(=CC(=C1)C1=CC(=NC=C1)NC(C)=O)C1=C(C=CC=C1)C(F)(F)F N-[4-[2-tert-butoxy-6-[2-(trifluoromethyl)phenyl]-4-pyridinyl]-2-pyridinyl]acetamide